1-(4-(trifluoromethyl)phenyl)cycloheptanecarbonitrile FC(C1=CC=C(C=C1)C1(CCCCCC1)C#N)(F)F